C(C(C)C)C1=CC=C2C[C@@H](C(C2=C1)=O)C (S)-6-isobutyl-2-methyl-2,3-dihydro-1H-inden-1-one